C(CCCCCCC\C=C/CCCCCCCC)(=O)C(C(CN(C)C)C(CCCCCCC\C=C/CCCCCCCC)=O)C(N)=O 1,2-Dioleoylcarbamoyl-3-dimethylaminopropane